3-(cyclopropylmethyl)-4,5,6,7-tetrahydro-3H-imidazo[4,5-c]pyridine trifluoroacetate FC(C(=O)O)(F)F.C1(CC1)CN1C=NC2=C1CNCC2